BrC1=CC=C2C(=N1)C=C(N2COCC[Si](C)(C)C)CCO 2-[5-bromo-1-(2-trimethylsilylethoxymethyl)pyrrolo[3,2-b]pyridin-2-yl]ethanol